BrCC1=CC(=C(C(=O)OC)C(=C1)C)C methyl 4-bromomethyl-2,6-dimethylbenzoate